1,2-dihydro-3H-pyrazolo(3,4-d)pyrimidin-3-one N1NC(C=2C1=NC=NC2)=O